2-(4-chloro-3-fluorophenoxy)-N-(3-{2-[4-(methylsulfonyl)-phenoxy]acetylamino}-bicyclo[1.1.1]pentan-1-yl)acetamide ClC1=C(C=C(OCC(=O)NC23CC(C2)(C3)NC(COC3=CC=C(C=C3)S(=O)(=O)C)=O)C=C1)F